FC1=CC=C(C=C1)C1=CC(=CC(=C1)O[C@H]1C[C@H](NC1)CN)C1=CC=C(C=C1)F ((2S,4S)-4-((4,4''-difluoro-[1,1':3',1''-terphenyl]-5'-yl)oxy)pyrrolidin-2-yl)methanamine